4-fluoro-3-(trifluoromethyl)benzene-1-sulfonyl chloride FC1=C(C=C(C=C1)S(=O)(=O)Cl)C(F)(F)F